ClC1=NC(=CC(=C1)C1=NC(=NC=C1)NC1=CC=CC=C1)Cl 4-(2,6-dichloropyridin-4-yl)-N-phenylpyrimidin-2-amine